8-bromo-6-methylimidazo[1,2-a]pyrazine-2-carboxylic acid BrC=1C=2N(C=C(N1)C)C=C(N2)C(=O)O